N-[5-(3,3-difluoropyrrolidin-1-yl)pyridin-2-yl]-5-fluoropyrimidin-2-amine FC1(CN(CC1)C=1C=CC(=NC1)NC1=NC=C(C=N1)F)F